7-cyclopropyl-1-(2-methylphenyl)quinazoline-2,4-dione C1(CC1)C1=CC=C2C(NC(N(C2=C1)C1=C(C=CC=C1)C)=O)=O